C1(=CC=CC=C1)C(C(=O)N1[C@@H]([C@H]2CC[C@@H](C1)N2C(\C(=C\C2=CC=CC=C2)\C)=O)C(=O)O)C2=CC=CC=C2 (1R,2S,5S)-3-(2,2-diphenylacetyl)-8-((E)-2-methyl-3-phenylacryloyl)-3,8-diazabicyclo[3.2.1]octane-2-carboxylic acid